C(CCC)NC1=C(C=C(C=C1)SC1=CC=CC=C1)SC1=CC=CC=C1 N-butyl-2,4-di(phenylthio)aniline